OCCCCCCCCCCCN1CNCC=C1 1-(11-hydroxyundecyl)-1,2,3,4-tetrahydropyrimidine